methyl 2-bromo-4-chlorobenzoate (methyl 2-bromo-4-chlorobenzoate) CC=1C(=C(C(=O)O)C=CC1Cl)Br.BrC1=C(C(=O)OC)C=CC(=C1)Cl